CC1OC(CN(C1)C1=C(C=C(C=C1)NC1C[C@@H]2CC(C[C@@H]2C1)N)F)C (3aR,6aS)-N2-(4-(2,6-dimethylmorpholino)-3-fluorophenyl)octahydropentalene-2,5-diamine